1-((S)-4-acryloyl-3-(cyanomethyl)piperazin-1-yl)-6-(8-chloronaphthalen-1-yl)-3-(((S)-1-methylpyrrolidin-2-yl)methoxy)-5,6,7,8-tetrahydro-2,6-naphthyridine-4-carbonitrile C(C=C)(=O)N1[C@H](CN(CC1)C1=NC(=C(C=2CN(CCC12)C1=CC=CC2=CC=CC(=C12)Cl)C#N)OC[C@H]1N(CCC1)C)CC#N